((1-Methyl-1H-tetrazol-5-yl)methyl)triphenylphosphonium chloride [Cl-].CN1N=NN=C1C[P+](C1=CC=CC=C1)(C1=CC=CC=C1)C1=CC=CC=C1